N2-acetyl-(S)-9-(2,3-dihydroxypropyl)-guanine C(C)(=O)NC=1NC(C=2N=CN(C2N1)C[C@@H](CO)O)=O